C(CC(C)C)(=O)CC(C1=CC=CC=C1)=O isovaleryl-benzoyl-methane